(3R)-3-amino-5-[(4-chlorophenyl)methyl]-7-[5-(3,3-difluorocyclobutyl)-1,3,4-oxadiazol-2-yl]-8-fluoro-1,1-dioxo-2,3-dihydro-1lambda6,5-benzothiazepin-4-one N[C@H]1CS(C2=C(N(C1=O)CC1=CC=C(C=C1)Cl)C=C(C(=C2)F)C=2OC(=NN2)C2CC(C2)(F)F)(=O)=O